tert-butyl 2-(6-bromoquinazolin-4-yl)-2,7-diazaspiro[3.5]nonane-7-carboxylate BrC=1C=C2C(=NC=NC2=CC1)N1CC2(C1)CCN(CC2)C(=O)OC(C)(C)C